FC(C(=O)O)(F)F.CN1N=CC(=C1)C=1N=CC=2N(C1)C(=CN2)N2CCNCC2 6-(1-methyl-1H-pyrazol-4-yl)-3-piperazin-1-ylimidazo[1,2-a]pyrazine trifluoroacetate salt